COCC(=O)NC1=NC(=CC(=N1)C=1C=C(C#N)C=CC1)C=1N=NN(C1)CC1=NC(=CC=C1)C(CC)OC m-[2-(2-Methoxyacetylamino)-6-(1-{[6-(1-methoxypropyl)-2-pyridinyl]methyl}-1H-1,2,3-triazol-4-yl)-4-pyrimidinyl]benzonitrile